C(C1=CC=CC=C1)OCC1=NN(C(N1CC)=O)C=1C=C2C(=CN(C(C2=CC1)=O)C1=C(C=C(C=C1Cl)[N+](=O)[O-])Cl)C1(CC1)C 6-(3-((Benzyloxy)methyl)-4-ethyl-5-oxo-4,5-dihydro-1H-1,2,4-triazol-1-yl)-2-(2,6-dichloro-4-nitrophenyl)-4-(1-methylcyclopropyl)isoquinolin-1(2H)-one